(3,4-dimethylphenyl)-4[3H]quinazolinone CC=1C=C(C=CC1C)C1=NC2=CC=CC=C2C(N1)=O